O1CCC(=CC1)C1=NN2C(NC(=C(C2=O)N2CCN([C@@H](CC2)C)C(=O)OC(C)(C)C)CC)=N1 tert-butyl (7R)-4-[2-(3,6-dihydro-2H-pyran-4-yl)-5-ethyl-7-oxo-4H-[1,2,4]triazolo[1,5-a]pyrimidin-6-yl]-7-methyl-1,4-diazepane-1-carboxylate